FC1(OC=2C(=CC3=C(N=C(S3)NC([C@H](C)N3C[C@@H]([C@H](CC3)F)C3=CC=[N+](C=C3)[O-])=O)C2)O1)F 4-((3S,4S)-1-((S)-1-((2,2-difluoro-[1,3]dioxolo[4',5':4,5]benzo[1,2-d]thiazol-6-yl)amino)-1-oxopropan-2-yl)-4-fluoropiperidin-3-yl)pyridine 1-oxide